N[C@H](CC1=C(C=2N=NN=C(C2S1)NCC=1SC=CC1)C#C)C (S)-6-(2-Aminopropyl)-7-ethynyl-N-(thiophen-2-ylmethyl)thieno[3,2-d][1,2,3]triazin-4-amine